4-((S)-4-((benzyloxy)carbonyl)-3-(cyanomethyl)piperazin-1-yl)-2-(((S)-1-methylpyrrolidin-2-yl)methoxy)-5,8-dihydropyrido[3,4-d]pyrimidine-7(6H)-carboxylic acid tert-butyl ester C(C)(C)(C)OC(=O)N1CC=2N=C(N=C(C2CC1)N1C[C@@H](N(CC1)C(=O)OCC1=CC=CC=C1)CC#N)OC[C@H]1N(CCC1)C